N=1C(=NN2C1C=CC=C2)N[C@@H]2C[C@H](CC2)NC2=CC=C(C=N2)N2C(C=CC=C2)=O 6'-(((1s,3s)-3-([1,2,4]triazolo[1,5-a]pyridin-2-ylamino)cyclopentyl)amino)-2H-[1,3'-bipyridin]-2-one